COC(=O)[C@@H]1CC[C@H](CC1)C(=O)O 1,4-trans-cyclohexanedicarboxylic acid monomethylester